BrC=1C=CC=2N(C1)C(=CN2)C(C=CN(C)C)=O 1-(6-bromoimidazo[1,2-a]pyridin-3-yl)-3-(dimethylamino)prop-2-en-1-one